2-AMINO-3-HYDROXY-2-METHYLBUTANOIC ACID NC(C(=O)O)(C(C)O)C